C(C=C)OC(=O)NC1=NN(C=C1C1=CC=C(OCC(C(=O)OC(C)(C)C)O)C=C1)CCCNC(=O)OC(C)(C)C tert-butyl 3-(4-(3-(((allyloxy) carbonyl) amino)-1-(3-((tert-butoxycarbonyl) amino) propyl)-1H-pyrazol-4-yl) phenoxy)-2-hydroxypropionate